FC=1C=CC(=NC1)C(NC=O)S(=O)(=O)C1=CC=C(C)C=C1 N-((5-fluoropyridin-2-yl)(tosyl)methyl)carboxamide